NC1=NC=CC(=C1Cl)SC=1C=2N(C(=NC1C)N1CCC3(CC1)[C@@H](C=1C(=NC=CC1)C3)N)C=CN2 (S)-1'-(8-((2-amino-3-chloropyridin-4-yl)thio)-7-methylimidazo[1,2-c]pyrimidin-5-yl)-5,7-dihydrospiro[cyclopenta[b]pyridin-6,4'-piperidin]-5-amine